N-[3-(N,N-diethylamino)-4-methoxyphenyl]pentanamide C(C)N(CC)C=1C=C(C=CC1OC)NC(CCCC)=O